OC1CC(C1)COC1=NN=C(S1)NC(=O)C=1C=NC(=CC1C1=CC(=NC=C1OC)C)C N-(5-(((1s,3s)-3-hydroxycyclobutyl)methoxy)-1,3,4-thiadiazol-2-yl)-5'-methoxy-2',6-dimethyl-(4,4'-bipyridine)-3-carboxamide